C(C)OC(=O)C=1N=C(SC1)N1N=C(C(=C1CC1CC1)CC1=CC(=C(C=C1)S(N(CC1=CC=C(C=C1)OC)CC1=CC=C(C=C1)OC)(=O)=O)F)C1=CC(=C(C=C1)F)Br 2-(4-(4-(N,N-bis(4-methoxybenzyl)sulfamoyl)-3-fluorobenzyl)-3-(3-bromo-4-fluorophenyl)-5-(cyclopropylmethyl)-1H-pyrazole-1-yl)thiazole-4-carboxylic acid ethyl ester